O=C1N(N=CC2=CC(=CC=C12)S(=O)(=O)C1=CC=CC=C1)CC1=C(SC=C1)C#N 3-((1-oxo-6-(phenylsulfonyl)phthalazin-2(1H)-yl)methyl)thiophene-2-carbonitrile